fluoroindole C1=CC=C2C(=C1)C=C(N2)F